racemic-1-(4-(6-(2-(2,5-dimethyl-1H-pyrrol-1-yl)-[1,2,4]triazolo[1,5-a]pyridin-7-yl)pyrazin-2-yl)-1H-pyrazol-1-yl)-1-(4-fluorophenyl)-2-methylpropan-2-ol CC=1N(C(=CC1)C)C1=NN2C(C=C(C=C2)C2=CN=CC(=N2)C=2C=NN(C2)[C@@H](C(C)(O)C)C2=CC=C(C=C2)F)=N1 |r|